Cl.C(C)N=C=NCCCN(C)C 1-ethyl-3-(dimethylaminopropyl)-carbodiimide hydrochloride